N-(4-((7-cyano-2-((4,4-difluoro-4,5,6,7-tetrahydropyrazolo[1,5-a]pyridin-2-yl)amino)-1-methyl-1H-imidazo[4,5-b]pyridin-6-yl)oxy)pyridin-2-yl)-4-methylpiperazine-1-carboxamide C(#N)C1=C2C(=NC=C1OC1=CC(=NC=C1)NC(=O)N1CCN(CC1)C)N=C(N2C)NC2=NN1C(C(CCC1)(F)F)=C2